8-methoxy-4-{1-[(1-methyl-1H-pyrazol-5-yl)methyl]-1H-1,2,3-triazol-4-yl}quinazolin-2-amine COC=1C=CC=C2C(=NC(=NC12)N)C=1N=NN(C1)CC1=CC=NN1C